O1NC(CC1=O)=O isoxazole-3,5-dione